(tetramethylcyclopentadienyl)(benzylcyclopentadienyl)zirconium CC=1C(=C(C(C1)(C)[Zr]C1(C=CC=C1)CC1=CC=CC=C1)C)C